Methyl 2-((2-(benzyloxy)-4-fluorophenyl)amino)-4-(trifluoromethyl)benzoate C(C1=CC=CC=C1)OC1=C(C=CC(=C1)F)NC1=C(C(=O)OC)C=CC(=C1)C(F)(F)F